[Cl-].[Cl-].C[SiH](C)[Zr+2](C1C(=CC2=C(C=CC=C12)C1=CC=CC=C1)C)C1C(=CC2=C(C=CC=C12)C1=CC=CC=C1)C rac-dimethylsilylbis(2-methyl-4-phenyl-1-indenyl)zirconium dichloride